6-(1-(6-(benzo[b]thiophen-2-yl)-1H-[1,2,3]triazolo[4,5-b]pyrazin-1-yl)ethyl)-5,7-difluoro-3-(1-methyl-1H-pyrazol-4-yl)quinoline S1C2=C(C=C1C1=CN=C3C(=N1)N(N=N3)C(C)C=3C(=C1C=C(C=NC1=CC3F)C=3C=NN(C3)C)F)C=CC=C2